1-(3,5-difluorobenzoyl)-4-(3,5-dimethoxyphenyl)piperazine-2,5-dione FC=1C=C(C(=O)N2C(CN(C(C2)=O)C2=CC(=CC(=C2)OC)OC)=O)C=C(C1)F